4-((5-fluoro-4-(3-(2-oxo-1,3-oxazinan-3-yl)phenyl)pyrimidin-2-yl)amino)cyclohexane-1-carboxamide FC=1C(=NC(=NC1)NC1CCC(CC1)C(=O)N)C1=CC(=CC=C1)N1C(OCCC1)=O